ClC=1C=CC2=C(SC3=C2C=CC=C3F)C1 3-chloro-6-fluorodibenzo[b,d]thiophene